BrC=1C=CC2=C(CC3(O2)CC2(C3)CNC2)C1 5''-bromo-3''H-dispiro[azetidine-3,1'-cyclobutane-3',2''-benzofuran]